2-Hydroxynaphthonitril OC1=C(C2=CC=CC=C2C=C1)C#N